C(C)(C)(C)N1N=C(C(=C1)F)C(=O)OCC ethyl 1-tert-butyl-4-fluoropyrazole-3-carboxylate